(3-(9H-Carbazol-9-yl)phenyl)boronic acid C1=CC=CC=2C3=CC=CC=C3N(C12)C=1C=C(C=CC1)B(O)O